methyl (6-(benzyloxy)-10-(pyridin-2-yl)-[1,2,4]triazolo[5,1-a]isoquinoline-5-carbonyl)glycinate C(C1=CC=CC=C1)OC1=C(N2C(C3=C(C=CC=C13)C1=NC=CC=C1)=NC=N2)C(=O)NCC(=O)OC